3-isopropyl-1-(4-methoxybenzyl)-4-{4-(1-methyl-1H-pyrazol-4-yl)-1H-imidazol-1-yl}-1H-pyrazolo[3,4-b]pyridine C(C)(C)C1=NN(C2=NC=CC(=C21)N2C=NC(=C2)C=2C=NN(C2)C)CC2=CC=C(C=C2)OC